2-(4-nitrophenyl)quinazoline ethyl-(6S)-6-[4-[5-fluoro-2-(1,3,4-thiadiazol-2-yl)-3-pyridyl]-1-piperidyl]-2-azaspiro[3.4]octane-2-carboxylate C(C)OC(=O)N1CC2(C1)C[C@H](CC2)N2CCC(CC2)C=2C(=NC=C(C2)F)C=2SC=NN2.[N+](=O)([O-])C2=CC=C(C=C2)C2=NC1=CC=CC=C1C=N2